BrCC=1C(=CC(=NC1)Cl)Cl 5-(bromomethyl)-2,4-dichloropyridine